3-(4-chlorophenyl)-5-(pyridin-2-yl)-1,2,4-thiadiazole ClC1=CC=C(C=C1)C1=NSC(=N1)C1=NC=CC=C1